COC=1C=C(C=CC1)NC(CC1=CC=CC=C1)=O N-(3-Methoxyphenyl)-2-phenylacetamide